2-bromo-5-(2-bromo-1,3-dioxo-2,3-dihydro-1H-indene-5-carbonyl)-2,3-dihydro-1H-indene-1,3-dione BrC1C(C2=CC=C(C=C2C1=O)C(=O)C=1C=C2C(C(C(C2=CC1)=O)Br)=O)=O